Dodecyltriethoxysilan C(CCCCCCCCCCC)[Si](OCC)(OCC)OCC